6-Chloro-4-((2-methoxyphenyl)amino)-N-(1,2,3,4-tetrahydronaphthalen-2-yl)picolinamide ethyl-5-(2-(3-(dimethylamino)benzamido)ethyl)isoxazole-3-carboxylate C(C)OC(=O)C1=NOC(=C1)CCNC(C1=CC(=CC=C1)N(C)C)=O.ClC1=CC(=CC(=N1)C(=O)NC1CC2=CC=CC=C2CC1)NC1=C(C=CC=C1)OC